8-bromo-2,6-dichloro-3,4-dihydroquinazolin-4-one BrC=1C=C(C=C2C(NC(=NC12)Cl)=O)Cl